C(CCC)OC1=C(C=CC=C1)C1=CC=CC=2C=C(OC21)C(=O)NC(CO)(C)C 7-(2-butoxyphenyl)-N-(2-hydroxy-1,1-dimethyl-ethyl)benzofuran-2-carboxamide